FC(C[C@@H]1N(S(OC1)(=O)=O)C(=O)OC(C)(C)C)(F)F Tert-butyl (S)-4-(2,2,2-trifluoroethyl)-1,2,3-oxathiazolidine-3-carboxylate 2,2-dioxide